C(C)C1=CC(=CC=C1)CC 1,3-diethyl-benzene